(2-((3-(thiophen-2-yl)benzyl)thio)-4H-imidazo[4,5-b]pyridin-4-yl)-N-(o-tolyl)pentanamide S1C(=CC=C1)C=1C=C(CSC2=NC=3C(N(C=CC3)C(C(=O)NC3=C(C=CC=C3)C)CCC)=N2)C=CC1